(S)-2-cyclopropyl-2-hydroxyacetic acid benzyl ester C(C1=CC=CC=C1)OC([C@@H](O)C1CC1)=O